C(C)OC1=CN=CC(=N1)C=1C=CC(=NC1)NC([C@@](CC)(C1=NC(=NC=C1)NS(=O)(=O)C)F)=O (R)-N-(5-(6-ethoxypyrazin-2-yl)pyridin-2-yl)-2-fluoro-2-(2-(methylsulfonamido)pyrimidin-4-yl)butanamide